2,2'-(Oxybis(methylen))bis(oxiran) O(CC1OC1)CC1OC1